2-cyano-2-propyl-4-cyanobenzene dithiocarbonate C(S)(O)=S.C(#N)C1(CC=CC(=C1)C#N)CCC